Cl.Cl.NC1=CC=C(C(=N1)C)CNC([C@H](C)NC(=O)[C@@H]1NC[C@@H](C1)C1=CC(=CC=C1)CN)=O (2R,4S)-N-((S)-1-(((6-amino-2-methylpyridin-3-yl)methyl)amino)-1-oxopropan-2-yl)-4-(3-(aminomethyl)phenyl)pyrrolidine-2-carboxamide dihydrochloride